2-amino-1-(4-(5-cyclopropanyl-5H-dibenzo[b,e][1,4]diazepin-11-yl)piperazin-1-yl)-3-methylbutan-1-one NC(C(=O)N1CCN(CC1)C=1C2=C(N(C3=C(N1)C=CC=C3)C3CC3)C=CC=C2)C(C)C